2-Hydroxyisophthalic acid OC1=C(C(=O)O)C=CC=C1C(=O)O